7-bromo-3-(3,5-difluorophenyl)-8-methylimidazo[1,5-a]pyridin-1-ol BrC1=C(C=2N(C=C1)C(=NC2O)C2=CC(=CC(=C2)F)F)C